2-methylmalonic acid dioctyl ester C(CCCCCCC)OC(C(C(=O)OCCCCCCCC)C)=O